tert-Butyl (4-(5-(trans-3-(4-bromo-3-chlorophenyl)-2,2-dichlorocyclopropane-1-carboxamido)-2-chlorobenzamido)-3-methylphenyl)carbamate BrC1=C(C=C(C=C1)[C@@H]1C([C@H]1C(=O)NC=1C=CC(=C(C(=O)NC2=C(C=C(C=C2)NC(OC(C)(C)C)=O)C)C1)Cl)(Cl)Cl)Cl